NC=1SC(=CN1)OC1=CC=C(C#N)C=C1 4-(2-aminothiazole-5-yl)oxybenzonitrile